3-cyclopropyl-4-(4-ethylsulfonyl-3-methyl-phenyl)-1H-pyrazolo[4,3-c]pyridine C1(CC1)C1=NNC2=C1C(=NC=C2)C2=CC(=C(C=C2)S(=O)(=O)CC)C